CN1C2=C(OC[C@@H](C1=O)NC(C1=NC=CC(=C1)OC1=CC=CC=C1)=O)C=CC(=C2)C#CC(=O)OC methyl (S)-3-(5-methyl-4-oxo-3-(4-phenoxypicolinamido)-2,3,4,5-tetrahydrobenzo[b][1,4]oxazepin-7-yl)propiolate